C(#N)C1=CC=C(COC2=CC=CC=3C4NC(N(C(OC32)(C4)C)C=4C=C(C(=O)NCCC3=CC=C(C=C3)C)C=CC4)=O)C=C1 3-(10-((4-Cyanobenzyl)oxy)-2-methyl-4-oxo-5,6-dihydro-2H-2,6-methanobenzo[g][1,3,5]oxadiazocin-3(4H)-yl)-N-(4-methylphenethyl)benzamid